(S)-tert-butyl 3-((1aS,7bR)-6-chloro-4-(2-(hydroxymethyl)thieno[3,2-b]pyridin-7-yl)-1a,2-dihydro-1H-cyclopropa[c]quinolin-3(7bH)-yl)pyrrolidine-1-carboxylate ClC1=CC=2[C@H]3[C@@H](CN(C2C(=C1)C1=C2C(=NC=C1)C=C(S2)CO)[C@@H]2CN(CC2)C(=O)OC(C)(C)C)C3